lithium 2-[1-(4-fluorophenyl)-5-(4-pyridyl)pyrazol-4-yl]acetate FC1=CC=C(C=C1)N1N=CC(=C1C1=CC=NC=C1)CC(=O)[O-].[Li+]